BrC=1C=2N(C(=CC1)C(CC)=O)N=CN2 1-(8-Bromo-[1,2,4]triazolo[1,5-a]pyridin-5-yl)propan-1-one